C(C)OC[C@]1(CC[C@@H]2[C@H]3CC[C@@]4([C@H](CC[C@H]4[C@@H]3CC[C@@H]2C1)[C@@](CN1N=CC(=C1)C#N)(C)O)C)O 1-((R)-2-((3R,5R,8R,9R,10S,13S,14S,17S)-3-(ethoxymethyl)-3-hydroxy-13-methylhexadecahydro-1H-cyclopenta[a]phenanthren-17-yl)-2-hydroxypropyl)-1H-pyrazole-4-carbonitrile